N[C@@H](C(=O)N[C@H](C(=O)OC)C(C)C)CC(=O)N methyl (2S)-2-[[(2R)-2,4-diamino-4-oxo-butanoyl]amino]-3-methyl-butanoate